FC12CC(C1)(C2)C(C(CCC2=CC=CC=C2)C)NS(=O)(=O)C2=CC=C(C=C2)C N-(1-(3-fluorobicyclo[1.1.1]pentan-1-yl)-2-methyl-4-phenylbutyl)-4-methylbenzenesulfonamide